tert-butyl (S)-3-((R)-2,2-dimethyl-4-((triisopropylsilyl)ethynyl)-1,3-dioxolan-4-yl)-3-hydroxypropanoate CC1(OC[C@](O1)(C#C[Si](C(C)C)(C(C)C)C(C)C)[C@H](CC(=O)OC(C)(C)C)O)C